N1N=CC(=C1)CNC(=O)NC1=CC=C(C=C1)S(=O)(=O)C1=C(C=CC=C1)C1=CC=NC=C1 1-(1H-Pyrazol-4-ylmethyl)-3-[4-(2-pyridin-4-yl-benzenesulfonyl)-phenyl]-urea